(4-(7-((4-(4'-bromo-5'-oxo-5'H-spiro[cyclohexane-1,7'-indolo[1,2-a]quinazolin]-10'-yl)piperidin-1-yl)methyl)-5-oxa-2-azaspiro[3.5]nonan-2-yl)-2,6-difluorophenyl)piperidine-2,6-dione BrC=1C=2C(N=C3N(C2C=CC1)C1=CC(=CC=C1C31CCCCC1)C1CCN(CC1)CC1COC3(CN(C3)C3=CC(=C(C(=C3)F)N3C(CCCC3=O)=O)F)CC1)=O